(1-methyl-1H-imidazol-2-yl)-1-(6-methyl-4-(trifluoromethyl)pyridin-2-yl)pyrrolidine-2,4-dicarboxamide CN1C(=NC=C1)C1(N(CC(C1)C(=O)N)C1=NC(=CC(=C1)C(F)(F)F)C)C(=O)N